ClC1=C(C=C(C(=O)O)C=C1)N1CCN(CC1)C=1C(=NNC1C)C 4-Chloro-3-(4-(3,5-dimethyl-1H-pyrazol-4-yl)piperazin-1-yl)benzoic Acid